C1(CCCCC1)COC1=C(C=CC=C1)C(/C=C/C1=CC=C(C(=O)O)C=C1)=O 4-[(E)-3-[2-(Cyclohexylmethoxy)phenyl]-3-oxoprop-1-enyl]benzoic acid